2-Methyl-4-(4-methyl-[1,4]diazepan-1-yl)-1,7,11b-triaza-benzo[c]fluorene-6-carboxylic acid (2-methoxy-ethyl)-amide COCCNC(=O)C1=CC2=C(N3C=4C=CC=CC4N=C13)N=C(C=C2N2CCN(CCC2)C)C